N(=[N+]=[N-])CCOCCS(=O)C1=C2CN(CC2=CC=C1)C1C(NC(CC1)=O)=O 4-((2-(2-azidoethoxy)ethyl)sulfinyl)-2-(2,6-dioxopiperidin-3-yl)isoindoline